[Si](C)(C)(C(C)(C)C)O[C@H](C(O)C1N(CCC(C1)CO)C(=O)OC(C)(C)C)C Tert-Butyl ((2S)-2-((tert-butyldimethylsilyl)oxy)-1-hydroxypropyl)-4-(hydroxymethyl)piperidine-1-carboxylate